CC1=C(C=NC(=C1)[Sn](C)(C)C)C#N 4-methyl-6-(trimethylstannyl)pyridine-3-carbonitrile